2-(2-(2-aminoethoxy)-4-fluorophenoxy)-N-(2-methoxypyridin-4-yl)-4-(trifluoromethyl)benzamide NCCOC1=C(OC2=C(C(=O)NC3=CC(=NC=C3)OC)C=CC(=C2)C(F)(F)F)C=CC(=C1)F